CN(C)C1CCCCC1.OCCS(=O)(=O)O 2-hydroxyethanesulfonic acid N,N-dimethylcyclohexylamine salt